N-((1S)-cyclohexyl(6-((S)-4-ethyl-2-oxoimidazolidin-1-yl)-6-(methylcarbamoyl)-1,5,6,7-tetrahydroindeno[5,6-d]imidazol-2-yl)methyl)-4-methyl-1,2,5-oxadiazole-3-carboxamide C1(CCCCC1)[C@H](NC(=O)C1=NON=C1C)C1=NC2=C(N1)C=C1CC(CC1=C2)(C(NC)=O)N2C(N[C@H](C2)CC)=O